FC1=CN=C2N1C=C(C=C2C(=O)O)CNC2(CC2)C 3-fluoro-6-(((1-methylcyclopropyl)amino)methyl)imidazo[1,2-a]pyridine-8-carboxylic acid